C(#N)N1CC(CCC1)(C(=O)NC1=NC=NC(=C1)C1=CC(=CC=C1)C#N)F 1-cyano-N-(6-(3-cyanophenyl)pyrimidin-4-yl)-3-fluoropiperidine-3-carboxamide